COC(=O)C=1C=C2C=C(N=CC2=CC1)CP(=O)(OCC)OCC 3-((diethoxyphosphoryl)methyl)isoquinoline-6-carboxylic acid methyl ester